indium-tellurium oxide [Te]=O.[In]